(E)-3-(2-oxo-2,3-dihydrobenzo[d]oxazol-5-yl)acrylic acid O=C1OC2=C(N1)C=C(C=C2)/C=C/C(=O)O